25-hydroxy-hentriacontane-14,16-dione OC(CCCCCCCCC(CC(CCCCCCCCCCCCC)=O)=O)CCCCCC